2-(4-(N-cyclopropylsulfamoyl)phenyl)acetic acid C1(CC1)NS(=O)(=O)C1=CC=C(C=C1)CC(=O)O